C1(CC1)NC1=NC=2N(C(C(=NC2C=N1)C1=CC2=CN(N=C2C=C1)C)=O)C=1C=NC(=CC1)OC(F)F 2-(cyclopropylamino)-8-(6-(Difluoromethoxy)pyridin-3-yl)-6-(2-methyl-2H-indazol-5-yl)pteridine-7(8H)-one